N-(4-((5-aminopentyl)carbamoyl)-3-chlorophenyl)-5-(1-(2-fluoroallyl)-3-(trifluoromethyl)-1H-pyrazol-4-yl)-1-methyl-1H-imidazole-2-carboxamide hydrochloride Cl.NCCCCCNC(=O)C1=C(C=C(C=C1)NC(=O)C=1N(C(=CN1)C=1C(=NN(C1)CC(=C)F)C(F)(F)F)C)Cl